sodium taurate laurate C(CCCCCCCCCCC)(=O)[O-].NCCS(=O)(=O)O.[Na+]